[Ta].ClC(C)(Cl)Cl trichloroethane tantalum